N,N-dimethyl-(6-(2-phenyl-3,4,5-trimethyl-1H-imidazol-3-ium-1-yl)hexyl)(2-methyl-2-propenyl)aminium diiodide [I-].[I-].C[N+](C)(CC(=C)C)CCCCCCN1C(=[N+](C(=C1C)C)C)C1=CC=CC=C1